ClC1=NN2C(C(=N1)N[C@@H]1[C@H]([C@@H]3C4CC4[C@H]1CC3)C(=O)OCC)=CC=C2I ethyl (1R,5S,6S,7S)-7-((2-chloro-7-iodopyrrolo[2,1-f][1,2,4]triazin-4-yl)amino)tricyclo[3.2.2.02,4]nonane-6-carboxylate